N[C@H](C(=O)OCCCN(CC(CCCCCCCCCC)O[Si](C(C)(C)C)(C)C)CC(CCCCCCCCCC)O[Si](C)(C)C(C)(C)C)CCC1=CC=C(C=C1)OCC1=CC=CC=C1 3-(bis{2-[(tert-butyl)bis(methyl)siloxy]dodecyl}amino)propyl (S)-2-amino-4-[p-(benzyloxy)phenyl]butyrate